O=C1NC(CCC1N1C(C2=CC=C(C=C2C1)CNC(CC12CC(C1)(C2)N2CCC(CC2)N2N=CC(=C2)C2=NC1=CC=CC=C1N=C2)=O)=O)=O N-((2-(2,6-dioxopiperidin-3-yl)-1-oxoisoindolin-5-yl)methyl)-2-(3-(4-(4-(quinoxalin-2-yl)-1H-pyrazol-1-yl)piperidin-1-yl)bicyclo[1.1.1]pentan-1-yl)acetamide